methyl-(methyl-azetidine) CC1N(CC1)C